C1(CC1)C(C1CC1)NC(=O)C1=CC(=NN1CC(C(F)(F)F)O)C=1C=C(C=CC1)C=1OC(=CN1)C(=O)N[C@@H](C(C)C)C(=O)OC methyl (2-(3-(5-((dicyclopropylmethyl)carbamoyl)-1-(3,3,3-trifluoro-2-hydroxypropyl)-1H-pyrazol-3-yl)phenyl)oxazole-5-carbonyl)-L-valinate